COC(=O)C1=NNC=2C1=NC(=CC2)Cl 5-chloro-1H-pyrazolo[4,3-b]pyridine-3-carboxylic acid methyl ester